[Na].OC(CC(=O)O)CC(C=C)O 3,5-dihydroxyl-6-heptenoic acid sodium